N1(CCC1)C1=NC=C(C=N1)CN1N=CC(=C1)C(=O)O 1-((2-(Azetidin-1-yl)pyrimidin-5-yl)methyl)-1H-pyrazole-4-carboxylic acid